1-(2,6-dichlorophenyl)-4-((6-(4-methylpiperazine-1-carbonyl)pyridin-3-yl)amino)-1H-pyrazole-3-carboxamide ClC1=C(C(=CC=C1)Cl)N1N=C(C(=C1)NC=1C=NC(=CC1)C(=O)N1CCN(CC1)C)C(=O)N